butyl (R)-2-(6-((1-(dibenzo[b,d]furan-2-yl)ethyl)amino)-3-(2-fluorophenyl)-5-oxo-1,2,4-triazin-4(5H)-yl)acetate C1=C(C=CC=2OC3=C(C21)C=CC=C3)[C@@H](C)NC=3C(N(C(=NN3)C3=C(C=CC=C3)F)CC(=O)OCCCC)=O